3-(2-methyl-6-oxo-1,6-dihydropyridin-3-yl)-1-(o-tolyl)-7-(trifluoromethyl)-2,3-dihydroquinazolin-4(1H)-one CC=1NC(C=CC1N1CN(C2=CC(=CC=C2C1=O)C(F)(F)F)C1=C(C=CC=C1)C)=O